3-((1S,3S)-1-(2,6-difluoro-4-((1-(3-fluoropropyl)azetidin-3-yl)amino)phenyl)-6-fluoro-3-methyl-1,3,4,9-tetrahydro-2H-pyrido[3,4-b]indol-2-yl)-2,2-difluoropropan-1-ol FC1=C(C(=CC(=C1)NC1CN(C1)CCCF)F)[C@@H]1N([C@H](CC2=C1NC1=CC=C(C=C21)F)C)CC(CO)(F)F